NC1=C(NC[C@@H]2CC[C@H](CC2)C(=O)OC)C=CC(=C1)F methyl trans-4-[(2-amino-4-fluoro-anilino)methyl]cyclohexanecarboxylate